COC1=CC(=C(C=C1)C1=C(C=C(C=C1)C#N)[Si](C)(C)C)[Si](C)(C)C 4'-methoxy-2,2'-bis(trimethylsilyl)-[1,1'-biphenyl]-4-carbonitrile